tert-butyl 4-[7-(2-fluoro-3-methoxy-1-naphthyl)-2-(3-morpholinopropoxy)-6,8-dihydro-5H-pyrido[3,4-d]pyrimidin-4-yl]piperazine-1-carboxylate FC1=C(C2=CC=CC=C2C=C1OC)N1CC=2N=C(N=C(C2CC1)N1CCN(CC1)C(=O)OC(C)(C)C)OCCCN1CCOCC1